C(C1=CC=CC=C1)OC1=C(C=CC2=CC=CC=C12)NCC=1C2=CC=CC=C2C=2C=CC=CC2C1 1-(benzyloxy)-N-(phenanthren-9-ylmethyl)-2-naphthylamine